3-(bis(2,2-dimethyl-1,3-dioxolan-4-yl)methoxy)-N,N-dimethylpropane-1-amine CC1(OCC(O1)C(OCCCN(C)C)C1OC(OC1)(C)C)C